FC=1C=2N(C=C(C1)C1=CNC=3N=C(N=CC31)NC3CCC(CC3)N3C(CCC3)=O)C=CN2 1-((1s,4s)-4-((5-(8-fluoroimidazo[1,2-a]pyridin-6-yl)-7H-pyrrolo[2,3-d]pyrimidin-2-yl)amino)cyclohexyl)pyrrolidin-2-one